N-(4-(4-(cyclopropylsulfonamido)-2-ethylphenyl)-1H-pyrrolo[2,3-b]pyridin-6-yl)cyclopropylcarboxamide C1(CC1)S(=O)(=O)NC1=CC(=C(C=C1)C1=C2C(=NC(=C1)NC(=O)C1CC1)NC=C2)CC